N-((R)-1-(3-(1-ethyl-1H-pyrazol-3-yl)-5-(1-methyl-1H-pyrazol-4-yl)phenyl)ethyl)-2-methyl-5-((1R,4R)-5-methyl-2,5-diazabicyclo[2.2.1]heptan-2-yl)benzamide C(C)N1N=C(C=C1)C=1C=C(C=C(C1)C=1C=NN(C1)C)[C@@H](C)NC(C1=C(C=CC(=C1)N1[C@H]2CN([C@@H](C1)C2)C)C)=O